C(C)(=O)OCC(CCCC(C(=O)O)(C)C1=CC(=CC=C1)C=C(C(=O)OCC)C)(C)C 7-acetoxy-2-(3-(3-ethoxy-2-methyl-3-oxoprop-1-en-1-yl)phenyl)-2,6,6-trimethylheptanoic acid